FC1CN(C[C@H]1N1C(=NC=2C1=C1C(=NC2)NN=C1)[C@@H](C)O)CCCC#N 4-((4R)-3-Fluoro-4-(2-((R)-1-hydroxyethyl)imidazo[4,5-d]pyrazolo[3,4-b]pyridin-1(6H)-yl)pyrrolidin-1-yl)butanenitrile